BrC(C(=O)N1CC2(C1)CN(CC2)C2=NC1=C(C=CC=C1C(=C2C#N)C2=C1C=NNC1=CC=C2C)F)=C 2-(2-(2-bromo-2-propenoyl)-2,6-diazaspiro[3.4]octan-6-yl)-8-fluoro-4-(5-methyl-1H-indazol-4-yl)-3-quinolinecarbonitrile